ClC1=CC2=C(S1)[C@@]1(C[C@@H](N[C@@H](C1)C=1N=NN(C1)C)C)OCC2(O)C(F)F (2'S,6'S,7S)-2-chloro-4-(difluoromethyl)-2'-methyl-6'-(1-methyltriazol-4-yl)spiro[5H-thieno[2,3-c]pyran-7,4'-piperidine]-4-ol